CC1CC(CCCCCCCCCC=CC1)=O 3-Methyl-5-cyclopentadecen-1-one